C1(=CCCC1)C#CC=1C=C(C=CC1)C1=CC(=C(N1CC1=CC(=C(C=C1)S(N)(=O)=O)F)CC1CC1)C=1SC=C(N1)C(=O)O 2-(5-(3-(cyclopent-1-en-1-ylethynyl)phenyl)-2-(cyclopropylmethyl)-1-(3-fluoro-4-sulfamoylbenzyl)-1H-pyrrol-3-yl)thiazole-4-carboxylic acid